C(CCCCCCCCCCCCCCCCCCCCC)(=O)OCCO ethylene glycol monobehenate